N1=C(C=CC=C1)CN(C(C)(C1=NC=CC=C1)C1=NC=CC=C1)CC1=NC=CC=C1 N,N-bis(pyridin-2-ylmethyl)-1,1-bis(pyridin-2-yl)-1-amino-ethane